BrC=1C(=CC=C2C(=CN=CC12)N1C(N(C(CC1)=O)CC1=CC=C(C=C1)OC)=O)C 1-(8-bromo-7-methyl-4-isoquinolyl)-3-[(4-methoxyphenyl)methyl]hexahydropyrimidine-2,4-dione